Diisopropoxymonoethyl-acetoacetic acid aluminum [Al].C(C)(C)OC(C(CC(=O)O)=O)(CC)OC(C)C